(E)-4-methoxy-7-methyl-3-(2-nitrovinyl)-1H-indole COC1=C2C(=CNC2=C(C=C1)C)\C=C\[N+](=O)[O-]